6-hydroxy-2,3-dihydro-1H-indene-1-one OC1=CC=C2CCC(C2=C1)=O